10-chloro-1,1,4,4-tetramethyl-1,2,3,4-tetrahydronaphtho[2',1':4,5]thieno[3,2-d]pyrimidine ClC=1C2=C(N=CN1)C1=C(S2)C=2C(CCC(C2C=C1)(C)C)(C)C